COC1=CC(=C(C=C1NC1=NC=NC(=C1)N1OCC[C@@H]1C1=CC(=CC=C1)OC1=CC=CC=C1)NC(C=C)=O)N1CCC(CC1)N1CCCC1 (R)-N-(4-methoxy-5-((6-(3-(3-phenoxyphenyl)isoxazolidin-2-yl)pyrimidin-4-yl)amino)-2-(4-(pyrrolidin-1-yl)piperidin-1-yl)-phenyl)acrylamide